CS(=O)(=O)O.CC(C[C@H](N)C(=O)N[C@@H](C[C@H]1C(NCC1)=O)C(=O)N)(C)C 4-methyl-L-leucyl-3-[(3S)-2-oxopyrrolidin-3-yl]-L-alaninamide, methanesulfonate salt